tert-butyl N-[(tert-butoxy)carbonyl]-N-{5-chloro-7-[2-(chloromethyl)-1,3-thiazol-4-yl]-7H-pyrrolo[2,3-d]pyrimidin-4-yl}carbamate C(C)(C)(C)OC(=O)N(C(OC(C)(C)C)=O)C=1C2=C(N=CN1)N(C=C2Cl)C=2N=C(SC2)CCl